4-fluoro-1-methyl-4-{1-[trans-4-(4-methyl-5-{(1R)-1-[3-(propan-2-yl)phenoxy]ethyl}-4H-1,2,4-triazol-3-yl)cyclohexyl]-1H-1,2,3-triazol-4-yl}piperidine FC1(CCN(CC1)C)C=1N=NN(C1)[C@@H]1CC[C@H](CC1)C1=NN=C(N1C)[C@@H](C)OC1=CC(=CC=C1)C(C)C